8-[(1R)-1-[[2-(Difluoromethyl)-3-pyridyl]amino]ethyl]-3,6-dimethyl-2-phenyl-chromen-4-one FC(C1=NC=CC=C1N[C@H](C)C=1C=C(C=C2C(C(=C(OC12)C1=CC=CC=C1)C)=O)C)F